1-(Azetidin-1-yl)-2-((2-(((1s,4s)-4-((7-morpholino-1,6-naphthyridin-5-yl)oxy)cyclohexyl)amino)pyrimidin-5-yl)oxy)ethan-1-one N1(CCC1)C(COC=1C=NC(=NC1)NC1CCC(CC1)OC1=C2C=CC=NC2=CC(=N1)N1CCOCC1)=O